Cyclopropyl (2-amino-3-fluoro-4-((4-(trifluoromethyl)benzyl)amino)phenyl)carbamate NC1=C(C=CC(=C1F)NCC1=CC=C(C=C1)C(F)(F)F)NC(OC1CC1)=O